O=C1N(C(CC1)=O)OC(CCCCCCC\C=C/CCCCCCCC(=O)O)=O (Z)-18-((2,5-dioxopyrrolidin-1-yl)oxy)-18-oxooctadec-9-enoic acid